2-(3-cyano-phenyl)-5-trifluoromethyl-2H-pyrazole-3-carboxylic acid [3-(pentylamino-phenyl-methyl)-phenyl]-amide C(CCCC)NC(C=1C=C(C=CC1)NC(=O)C=1N(N=C(C1)C(F)(F)F)C1=CC(=CC=C1)C#N)C1=CC=CC=C1